C(C)(C)(C)C=1C=CC(=NC1)C=O 5-(tert-butyl)pyridinecarboxaldehyde